6-{5-[2-(tert-butyldimethylsilyl)ethynyl]-3-methylpyrazin-2-yl}-7-methyl-7H-pyrrolo[2,3-d]pyrimidin-4-amine [Si](C)(C)(C(C)(C)C)C#CC=1N=C(C(=NC1)C1=CC2=C(N=CN=C2N)N1C)C